FC(C1=NC=CC(=N1)OC1CCC2(CNC2)CC1)(F)F 7-[2-(trifluoromethyl)pyrimidin-4-yl]oxy-2-azaspiro[3.5]nonane